CN(C=1C=C(C=CC1)C1=NN2C(=NC=3C=CC=CC3C2=N1)N[C@H]1C(NCCN(C1)C(=O)OCC1=CC=CC=C1)=O)C Benzyl (6R)-6-({2-[3-(dimethylamino)phenyl][1,2,4]triazolo[1,5-c]quinazolin-5-yl}amino)-5-oxo-1,4-diazepane-1-carboxylate